CC1=C(CC(CC1)N)C dimethylcyclohex-3-en-1-amine